adenine-aspartic acid N[C@@H](CC(=O)O)C(=O)O.N1=CN=C2N=CNC2=C1N